2-chloro-4-((2-fluoro-6-(trifluoromethyl)phenyl)amino)pyrimidine-5-carboxamide ClC1=NC=C(C(=N1)NC1=C(C=CC=C1C(F)(F)F)F)C(=O)N